monotridecafluorooctyl ether FC(C(C(C(C(F)(F)OC(C(C(C(C(CCC(F)(F)F)(F)F)(F)F)(F)F)(F)F)(F)F)(F)F)(F)F)(F)F)(CCC(F)(F)F)F